CC(C[Si](OC)(OC)CC(CC)C)CC di(2-methylbutyl)-dimethoxysilane